C(C)(C)(C)OC(=O)N[C@@H](C(C)C)C(=O)OCOC(NCCC1=C(C=C(C(=C1)OC)Br)OC)=O (((4-bromo-2,5-dimethoxyphenethyl)carbamoyl)oxy)methyl (tert-butoxycarbonyl)-L-valinate